2-((3-fluoro-6-methoxy-1H-pyrrolo[2,3-b]pyridin-5-yl)oxy)-4-(2-(2-(2-isopropylphenyl)-4-(4-methoxybenzyl)piperazin-1-yl)-7-azaspiro[3.5]nonan-7-yl)benzoic acid FC1=CNC2=NC(=C(C=C21)OC2=C(C(=O)O)C=CC(=C2)N2CCC1(CC(C1)N1C(CN(CC1)CC1=CC=C(C=C1)OC)C1=C(C=CC=C1)C(C)C)CC2)OC